C(C)OC(=O)C1=C(C2=C(N1)SC(C2C)(C(=O)O)C)C(C)C 2-Methyl-4-isopropyl-3-methyl-6H-thieno[2,3-b]pyrrole-2,5-dicarboxylic acid 5-ethyl ester